ethyl (2S)-2-(4-methylcyclohexyl)-2-[[2-(2-methylsulfinylethyl)pyrazole-3-carbonyl]amino]acetate CC1CCC(CC1)[C@@H](C(=O)OCC)NC(=O)C=1N(N=CC1)CCS(=O)C